C(C)C1CCC=2N(C(C(=CC21)C(=O)O)=O)C 5-Ethyl-1-methyl-2-oxo-6,7-dihydro-5H-cyclopenta[b]pyridine-3-carboxylic acid